(4-fluoro-2-(isopropyl-(methyl)carbamoyl)phenoxy)pyrimidine-1-oxide FC1=CC(=C(OC2=[N+](C=CC=N2)[O-])C=C1)C(N(C)C(C)C)=O